5-ethoxy-3-(2-(isopropoxycarbonyl)-1H-indol-5-yl)-5-oxopentanoic acid C(C)OC(CC(CC(=O)O)C=1C=C2C=C(NC2=CC1)C(=O)OC(C)C)=O